2-chloro-10-(3-chloropropyl)phenothiazine Tert-Butyl-(S)-(3-(2-(2-(2-naphthamido)benzamido)-3-phenylpropanamido)propyl)-carbamate C(C)(C)(C)N(C(O)=O)CCCNC([C@H](CC1=CC=CC=C1)NC(C1=C(C=CC=C1)NC(=O)C1=CC2=CC=CC=C2C=C1)=O)=O.ClC1=CC=2N(C3=CC=CC=C3SC2C=C1)CCCCl